(E)-6-((5-bromo-7-(2-ethoxyvinyl)-1-oxo-3,4-dihydroisoquinolin-2(1H)-yl)methyl)-4-ethoxynicotinonitrile BrC1=C2CCN(C(C2=CC(=C1)\C=C\OCC)=O)CC1=NC=C(C#N)C(=C1)OCC